(R)-8-(8-((2,3-dimethylpyridin-4-yl)thio)imidazo[1,2-c]pyrimidin-5-yl)-8-azaspiro[4.5]decan-1-amine CC1=NC=CC(=C1C)SC=1C=2N(C(=NC1)N1CCC3(CCC[C@H]3N)CC1)C=CN2